N[C@H](CC1=CC2=C(N=C(N=C2NCC=2SC=CC2)Cl)N1)C 6-[(2S)-2-aminopropyl]-2-chloro-N-[(thiophen-2-yl)methyl]-7H-pyrrolo[2,3-d]pyrimidin-4-amine